(R)-3-((5-chloro-1H-indol-2-yl)methyl)-1-methyl-1-(1-(3,3,3-trifluoropropanoyl)piperidin-3-yl)urea ClC=1C=C2C=C(NC2=CC1)CNC(N([C@H]1CN(CCC1)C(CC(F)(F)F)=O)C)=O